8-hydrazino-1-hydroxy-4-oxa-9-keto-nonadecane N(N)C(CCCOCCCO)C(CCCCCCCCCC)=O